rac-3-(2,4-dimethylbenzenesulfonyl)-8-[(2R,5S)-2,5-dimethylpiperazin-1-yl]-4H,5H-[1,2,3]triazolo[1,5-a]quinazolin-5-one CC1=C(C=CC(=C1)C)S(=O)(=O)C=1N=NN2C1NC(C1=CC=C(C=C21)N2[C@@H](CN[C@H](C2)C)C)=O |r|